ClC=1C2=CN(N=C2C(=C(C1)C1=CC=C(C=C1)N1CCN(CC1)C(=O)OC(C)(C)C)Cl)[C@@H](C(NC=1SC=CN1)=O)C1=C2N(C=N1)CCC2 |r| tert-Butyl 4-[4-[4,7-dichloro-2-[(1RS)-1-(6,7-dihydro-5H-pyrrolo[1,2-c]imidazol-1-yl)-2-oxo-2-(thiazol-2-ylamino)ethyl]indazol-6-yl]phenyl]piperazine-1-carboxylate